(2S,4r)-1-[(2S)-2-[4-[[4-(aminomethyl)phenoxy]methyl]triazol-1-yl]-3,3-dimethyl-butyryl]-4-hydroxy-N-methyl-pyrrolidine-2-carboxamide NCC1=CC=C(OCC=2N=NN(C2)[C@H](C(=O)N2[C@@H](C[C@H](C2)O)C(=O)NC)C(C)(C)C)C=C1